C(C)(C)(C)OC(NC(C=O)(C)C)=O (2-Methyl-1-oxopropan-2-yl)carbamic acid tert-butyl ester